7-[(2-hydroxyphenyl)(thiazol-2-ylamino)methyl]quinolin-8-ol OC1=C(C=CC=C1)C(C1=CC=C2C=CC=NC2=C1O)NC=1SC=CN1